C1(CC1)C1=NN(C(=C1)C(=O)OCC)C1=CC=CC=C1 ethyl 3-cyclopropyl-1-phenyl-1H-pyrazole-5-carboxylate